5-(2-(morpholinomethyl)-1H-pyrrolo[2,3-b]pyridine-4-yl)-1H-indazol-3-amine O1CCN(CC1)CC1=CC=2C(=NC=CC2C=2C=C3C(=NNC3=CC2)N)N1